(2R,3S,4R,5R)-5-cyano-5-(4-((S)-2,3-dimethylbutanamido)pyrrolo[2,1-f][1,2,4]triazin-7-yl)-4-hydroxy-2-((2-phenylacetoxy)methyl)tetrahydrofuran-3-yl (tert-butoxycarbonyl)-L-valinate C(C)(C)(C)OC(=O)N[C@@H](C(C)C)C(=O)O[C@@H]1[C@H](O[C@]([C@@H]1O)(C1=CC=C2C(=NC=NN21)NC([C@H](C(C)C)C)=O)C#N)COC(CC2=CC=CC=C2)=O